tert-butyl 3-carbamoyl-7,8-dihydro-4H-pyrazolo[1,5-a][1,4]diazepine-5(6H)-carboxylate C(N)(=O)C=1C=NN2C1CN(CCC2)C(=O)OC(C)(C)C